(S)-(4-(4-(difluoromethoxy)pyrazolo[1,5-a]pyridin-2-yl)-6,7-dihydro-1H-imidazo[4,5-c]pyridin-5(4H)-yl)(5-(1,5-dimethyl-1H-pyrazol-4-yl)-1,3,4-oxadiazol-2-yl)methanone FC(OC=1C=2N(C=CC1)N=C(C2)[C@H]2N(CCC1=C2N=CN1)C(=O)C=1OC(=NN1)C=1C=NN(C1C)C)F